(2S,4R)-N-(1-cyanocyclopropyl)-4-(4-(5-methyl-3-(trifluoromethyl)-1H-pyrazol-1-yl)phenylsulfonyl)-1-(1-(trifluoromethyl)cyclopropanecarbonyl)pyrrolidine-2-carboxamide C(#N)C1(CC1)NC(=O)[C@H]1N(C[C@@H](C1)S(=O)(=O)C1=CC=C(C=C1)N1N=C(C=C1C)C(F)(F)F)C(=O)C1(CC1)C(F)(F)F